tert-butyl(4-(ethyl-1-d)-2-methoxyphenoxy)dimethylsilane C(C)(C)(C)[Si](C)(C)OC1=C(C=C(C=C1)C(C)[2H])OC